C(CCCCCCC\C=C/C\C=C/CCCCC)OCC(C)N 3-[(9Z,12Z)-octadecaN-9,12-dien-1-yloxy]propan-2-amine